N1(N=NC=C1)CCCCS 4-(1H-1,2,3-triazol-1-yl)butan-1-thiol